N-(4-(5,6,7,8-tetrafluoro-2-methyl-4-oxoquinazolin-3(4H)-yl)phenyl)-2-(3,4,5-trifluorophenyl)acetamide FC1=C2C(N(C(=NC2=C(C(=C1F)F)F)C)C1=CC=C(C=C1)NC(CC1=CC(=C(C(=C1)F)F)F)=O)=O